2-Phenoxyethyl-2-methylpropanoate O(C1=CC=CC=C1)CCOC(C(C)C)=O